3-((2R,3R,4R,5R)-4-hydroxy-5-(hydroxymethyl)-3-methoxytetrahydrofuran-2-yl)pyrimidine-2,4(1H,3H)-dione O[C@H]1[C@H]([C@@H](O[C@@H]1CO)N1C(NC=CC1=O)=O)OC